NC=1C(=C(C=C2C=C(N=CC12)NC1=NN2CC(NCCC2=C1)=O)C=1C(=C2C(=NC1)C(N(N2)C)=O)C)F 2-((8-amino-6-(2,7-dimethyl-3-oxo-2,3-dihydro-1H-pyrazolo[4,3-b]pyridin-6-yl)-7-fluoroisoquinolin-3-yl)amino)-5,6-dihydro-4H-pyrazolo[1,5-d][1,4]diazepin-7(8H)-one